C(C)(C)(C)OC(=O)\N=C(\NCCC(=O)O)/NC(=O)OC(C)(C)C (Z)-3-(2,3-bis(tert-butoxycarbonyl)guanidino)propanoic acid